1-cyclobutyl-3-((1R,2R)- or (1S,2S)-2-(1-methyl-1H-pyrazol-4-yl)cyclopropyl)-1H-pyrazol-4-ol C1(CCC1)N1N=C(C(=C1)O)[C@H]1[C@@H](C1)C=1C=NN(C1)C |o1:10,11|